5-hexenyltrimethoxysilane C(CCCC=C)[Si](OC)(OC)OC